C1(=C(C=CC=C1)C1=CNC(C2=CC(=CC=C12)OCC(F)(F)F)=O)C 4-(o-tolyl)-7-(2,2,2-trifluoroethoxy)isoquinolin-1(2H)-one